ClC1=C(C=C(C=C1)C1=CN=CC(=N1)CN1COCCC1)OC(F)F 3-[[6-[4-Chloro-3-(difluoromethoxy)phenyl]pyrazin-2-yl]methyl]-1,3-oxazinan